C(C)OC(=O)C1CCN(CC1)C1=NC(=CN=C1Cl)CCCCOC (3-chloro-6-(4-methoxybutyl)pyrazin-2-yl)piperidine-4-carboxylic acid ethyl ester